Ethyl (R)-4-oxo-5-azaspiro[2.4]heptane-6-carboxylate O=C1C2(CC2)C[C@@H](N1)C(=O)OCC